3-(difluoromethyl)-7-[3-[4-(trifluoromethyl)phenoxy]pyrazin-2-yl]-[1,2,4]triazolo[4,3-a]pyridine FC(C1=NN=C2N1C=CC(=C2)C2=NC=CN=C2OC2=CC=C(C=C2)C(F)(F)F)F